(4R)-N-{[(2R)-1,4-dioxan-2-yl]methyl}-2-{[(2S)-1,4-dioxan-2-yl]methyl}-8-methyl-4-(trifluoromethyl)-4,5-dihydro-2H-furo[2,3-g]indazole-7-carboxamide O1[C@@H](COCC1)CNC(=O)C1=C(C2=C(C[C@H](C3=CN(N=C23)C[C@@H]2OCCOC2)C(F)(F)F)O1)C